(S or R)-1-(3,4-difluorophenyl)-3-((3-(2-(5-fluorothiophen-2-yl)ethyl)-1-(2-(6-methylpyridin-3-yl)propan-2-yl)pyrrolidin-3-yl)methyl)urea FC=1C=C(C=CC1F)NC(=O)NC[C@]1(CN(CC1)C(C)(C)C=1C=NC(=CC1)C)CCC=1SC(=CC1)F |o1:13|